N1SCCCC12CN(CCC2)C(=O)[O-] thia-1,8-diazaspiro[5.5]undecane-8-carboxylate